4-[(4-hydroxyphenyl)-diazenyl]-benzenesulphonic acid OC1=CC=C(C=C1)N=NC1=CC=C(C=C1)S(=O)(=O)O